tert-butyl (5-chloro-8-methoxy-7-nitroquinolin-6-yl)carbamate ClC1=C2C=CC=NC2=C(C(=C1NC(OC(C)(C)C)=O)[N+](=O)[O-])OC